C(C)OC(=O)C1(CC1)CN1CCOC2(CC2)C1 1-((4-oxa-7-azaspiro[2.5]oct-7-yl)methyl)cyclopropane-1-carboxylic acid ethyl ester